(E)-methoxyl-1,1-diphenylurea O(C)NC(N(C1=CC=CC=C1)C1=CC=CC=C1)=O